C(C)S(=O)(=O)NC1=C(C=C(C=C1)C1=NNC(=C1C(=O)N)NC1=NC=CN=C1)OCC1=CC=C(C=C1)C(F)(F)F 3-(4-(ethylsulfonamido)-3-((4-(trifluoromethyl)benzyl)oxy)phenyl)-5-(pyrazin-2-ylamino)-1H-pyrazole-4-carboxamide